(S)-1-(1-cyclopropyl-4-fluoro-1H-indazol-5-yl)-3-(2-(4-fluoro-3,5-dimethylphenyl)-4-methyl-4,5,6,7-tetrahydro-2H-pyrazolo[4,3-c]pyridin-3-yl)-1,3-dihydro-2H-imidazole-2-one C1(CC1)N1N=CC2=C(C(=CC=C12)N1C(N(C=C1)C=1N(N=C2C1[C@@H](NCC2)C)C2=CC(=C(C(=C2)C)F)C)=O)F